N-[8-(Hexyloxy)octyl]quinolin-4-amine C(CCCCC)OCCCCCCCCNC1=CC=NC2=CC=CC=C12